N1C[C@@H](CC1)N1N=CC(=C1)C(=O)N [(3R)-pyrrolidin-3-yl]-1H-pyrazole-4-carboxamide